N-(3-(hydroxymethyl)-2-oxopyrrolidin-3-yl)-2-methyl-6-(o-tolyloxy)indolizine-3-carboxamide OCC1(C(NCC1)=O)NC(=O)C1=C(C=C2C=CC(=CN12)OC1=C(C=CC=C1)C)C